CC=1CC=C(CC1)C(C)C 4-Methyl-1-(1-methylethyl)-1,4-cyclohexadiene